5-carboxymethylaminomethyl-2-thio-uracil C(=O)(O)CNCC=1C(NC(NC1)=S)=O